(3S)-3-(((5R)-2-(3-(4-fluorophenoxy)azetidin-1-yl)-5-oxo-6,7-dihydrothieno[3,2-d]pyrimidin-4-yl)amino)piperidine-1-carboxylic acid methyl ester COC(=O)N1C[C@H](CCC1)NC=1C2=C(N=C(N1)N1CC(C1)OC1=CC=C(C=C1)F)CC[S@]2=O